N1N=CC2=CC(=CC=C12)\C(=C(/CC)\C1=CC=CC=C1)\C1=CC=C(C=C1)\C=C(\C(=O)O)/F (Z)-3-(4-((E)-1-(1H-indazol-5-yl)-2-phenylbut-1-en-1-yl)phenyl)-2-fluoroacrylic acid